[2-(cyclohexylmethylcarbamoyl)-4-oxo-chroman-8-yl]Oxygen C1(CCCCC1)CNC(=O)C1OC2=C(C=CC=C2C(C1)=O)[O]